BrC=1C=C(C=C(C1)Cl)NC(=O)NC1=C(C=CC=C1)CO 1-(3-bromo-5-chlorophenyl)-3-(2-hydroxymethylphenyl)urea